tert-butyl 4-[7-[2-(tert-butoxycarbonylamino)-7-fluoro-1,3-benzothiazol-4-yl]-8-fluoro-6-(3-furyl)-2-[[(2S)-1-methylpyrrolidin-2-yl]methoxy]quinazolin-4-yl]piperazine-1-carboxylate C(C)(C)(C)OC(=O)NC=1SC2=C(N1)C(=CC=C2F)C2=C(C=C1C(=NC(=NC1=C2F)OC[C@H]2N(CCC2)C)N2CCN(CC2)C(=O)OC(C)(C)C)C2=COC=C2